CN1CCN(CC1)CC1=CC=C(N=N1)OC1=CC2=C(N(C=N2)C2=CC=C(C(=N2)C=2C(=NN(C2)CC(F)(F)F)C)C(C)O)C=C1 1-[6-[5-[6-[(4-methyl-piperazin-1-yl)meth-yl]pyridazin-3-yl]oxy-benzimidazol-1-yl]-2-[3-methyl-1-(2,2,2-trifluoroethyl)pyrazol-4-yl]-3-pyridyl]ethanol